C(=O)O.NCC(C)C1=C(C2=NC(=CC(=C2S1)NCC=1OC=CC1)Cl)C 2-(1-aminopropan-2-yl)-5-chloro-N-[(furan-2-yl)methyl]-3-methylthieno[3,2-b]pyridin-7-amine formate